6-bromo-N-(4-((4-chloro-6-(piperazin-1-yl)-1,3,5-triazin-2-yl)amino)-2-methoxyphenyl)pyridineamide BrC1=CC=CC(=N1)C(=O)NC1=C(C=C(C=C1)NC1=NC(=NC(=N1)Cl)N1CCNCC1)OC